(5-bromo-2-iodophenethyl)(tert-butyl)dimethylsilane BrC=1C=CC(=C(CC[Si](C)(C)C(C)(C)C)C1)I